C1(CC1)[C@H](C(F)(F)F)C=1N(C2=NC(=CC=C2C(C1C(=O)N)=O)N1C[C@H]([C@@H](C1)O)O)C1=C(C=C(C=C1F)F)F [(1S)-1-cyclopropyl-2,2,2-trifluoroethyl]-7-[(3R,4R)-3,4-dihydroxypyrrolidin-1-yl]-4-oxo-1-(2,4,6-trifluorophenyl)-1,4-dihydro-1,8-naphthyridine-3-carboxamide